C1(CCCC1)O[C@@H](CN1C=C(C(=C1)C(=O)OC)CC(=O)O)[C@H](O)C1=CC(=C(C(=C1)OC)C)OC 2-(1-((2S,3R)-2-(cyclopentyloxy)-3-(3,5-dimethoxy-4-methylphenyl)-3-hydroxypropyl)-4-(methoxycarbonyl)-1H-pyrrol-3-yl)acetic acid